2-chloro-1,1,1,3,3,3-hexafluoropropane ClC(C(F)(F)F)C(F)(F)F